C(=O)C1=C2C(=NC(=C1)C(=O)OC)SC=C2 methyl 4-formylthieno[2,3-b]pyridine-6-carboxylate